SCCCCN 4-sulfhydryl-1-butylamine